SC1=NC(=CC(=N1)O)O 2-mercapto-4,6-dihydroxypyrimidine